C(CC)(=O)N1C(CCC1C(CC)=O)=O 1,5-bis(propionyl)pyrrolidin-2-one